tert-butyl-di-(iso-propyl)phosphine C(C)(C)(C)P(C(C)C)C(C)C